tert-butyl (2-(4-(5-((4-amino-2-(pentan-3-yloxy)imidazo[2,1-f][1,2,4]triazin-7-yl)methyl)-3-methylpyridin-2-yl)piperazin-1-yl)-2-oxoethyl)(methyl)carbamate NC1=NC(=NN2C1=NC=C2CC=2C=C(C(=NC2)N2CCN(CC2)C(CN(C(OC(C)(C)C)=O)C)=O)C)OC(CC)CC